(R)-N-(2-(1-(6-ethoxy-5-methoxypyridin-2-yl)-2-(methylsulfonyl)ethyl)-3-oxoisoindol-4-yl)propionamide C(C)OC1=C(C=CC(=N1)[C@H](CS(=O)(=O)C)N1CC2=CC=CC(=C2C1=O)NC(CC)=O)OC